3-(3-((2-(3-((6-Fluoro-4-(methylsulfonyl)-1H-indol-5-yl)oxy)phenyl)oxazol-4-yl)methyl)phenyl)propanoic acid FC1=C(C(=C2C=CNC2=C1)S(=O)(=O)C)OC=1C=C(C=CC1)C=1OC=C(N1)CC=1C=C(C=CC1)CCC(=O)O